(1R,3S,4R)-N-[(1S)-1-cyano-2-[(3R)-2-oxo-3-piperidyl]ethyl]-2-[(2R)-2-(2,5-difluoroanilino)propanoyl]-5,5-difluoro-2-azabicyclo[2.2.2]octane-3-carboxamide C(#N)[C@H](C[C@@H]1C(NCCC1)=O)NC(=O)[C@H]1N([C@H]2CC([C@@H]1CC2)(F)F)C([C@@H](C)NC2=C(C=CC(=C2)F)F)=O